C12(CC3CC(CC(C1)C3)C2)CN 1-(adamantan-1-yl)methanamine